2-(((1r,3r)-1-amino-3-ethylcyclohexyl)methoxy)-6-methoxy-4-(5-methoxyimidazo[1,2-a]pyridin-3-yl)benzonitrile N[C@]1(C[C@@H](CCC1)CC)COC1=C(C#N)C(=CC(=C1)C1=CN=C2N1C(=CC=C2)OC)OC